ClC=1C=[N+](C=C(C1NC(=O)C=1C=2C=CC(=NC2C(=CC1)OC)C(F)(F)F)Cl)[O-] N-(3,5-dichloro-1-oxido-4-pyridinyl)-8-methoxy-2-(trifluoromethyl)-5-quinolinecarboxamide